C[C@H]1[C@@H]2CC=C3[C@@H]4CC[C@@H]([C@]4(CC[C@@H]3[C@]2(C[C@H]([C@@H]1O)O)C)C)[C@@H](CCC(=C)C(C)C)C(=O)O The molecule is a steroid acid that is ergosta-7,24(28)-dien-21-oic acid substituted by hydroxy groups at positions 2 and 3 and a methyl group at position 5 (the 2alpha,3beta,4alpha,5alpha stereoisomer). It has been isolated from the roots of Breynia fruticosa. It has a role as a plant metabolite. It is a 3beta-hydroxy steroid, a steroid acid and a monocarboxylic acid.